C(C)(C)(C)P(C(C)(C)C)C(C)(C)C tritert-butylphosphane